N,6-dimethyl-5-(4-((2-(3-methylureido)pyridin-4-yl)methyl)piperidin-1-yl)picolinamide CNC(C1=NC(=C(C=C1)N1CCC(CC1)CC1=CC(=NC=C1)NC(=O)NC)C)=O